Methyl 3-((3-(4-benzamidophenyl)-1-methyl-1H-pyrazol-5-yl)carbamoyl)benzoate C(C1=CC=CC=C1)(=O)NC1=CC=C(C=C1)C1=NN(C(=C1)NC(=O)C=1C=C(C(=O)OC)C=CC1)C